ClC1=CC=C(C=N1)CN1CCN2C1=C(C(CC2OCCC)C)[N+](=O)[O-] 1-(6-Chloro-3-pyridylmethyl)-1,2,3,5,6,7-hexahydro-7-methyl-8-nitro-5-propoxyimidazo[1,2-a]pyridin